3-(5-((1R,4S)-2-benzyl-2-azabicyclo[2.2.2]oct-5-yl)-1-oxoisoindolin-2-yl)piperidine-2,6-dione C(C1=CC=CC=C1)N1[C@H]2CC([C@@H](C1)CC2)C=2C=C1CN(C(C1=CC2)=O)C2C(NC(CC2)=O)=O